P(=O)(O)(O)OC1C(C(C(C(C1OP(=O)(O)O)OP(=O)(O)O)OP(=O)(O)O)OP(=O)(O)O)OP(=O)(O)O cyclohexane-1,2,3,4,5,6-hexayl hexakis(dihydrogen phosphate)